(R)-(1-(4-fluorophenyl)-4,4a,5,6,7,8-hexahydro-1H-pyrazolo[3,4-g]isoquinolin-4a-yl)(4-(trifluoromethyl)pyridin-2-yl)methanone FC1=CC=C(C=C1)N1N=CC2=C1C=C1CCNC[C@]1(C2)C(=O)C2=NC=CC(=C2)C(F)(F)F